7-chloro-3-(5-(2-fluoro-4-(trifluoromethyl)phenyl)thiophen-2-yl)-3,4-dihydroacridine-1,9(2H,10H)-dione ClC1=CC=C2NC=3CC(CC(C3C(C2=C1)=O)=O)C=1SC(=CC1)C1=C(C=C(C=C1)C(F)(F)F)F